C(C)OC1=C(C(=O)NC(C)C2=CC(=CC=C2)C)C=C(C=N1)NC(C(C)C)=O 2-ethoxy-5-isobutyramido-N-(1-(3-methylphenyl)ethyl)nicotinamide